ClC(Cl)(Cl)C1=NC(=NC(=N1)C(Cl)(Cl)Cl)C(Cl)(Cl)Cl bis(trichloromethyl)-2-(trichloromethyl)-s-triazine